N-(5-Chloro-4-(3,3-dimethylindolin-1-yl)pyrimidin-2-yl)-6-methoxy-2-methyl-1,2,3,4-tetrahydroisoquinolin-7-amine ClC=1C(=NC(=NC1)NC1=C(C=C2CCN(CC2=C1)C)OC)N1CC(C2=CC=CC=C12)(C)C